(Z)-3-(1-((1-isopropyl-1H-pyrazol-4-yl)amino)propylidene)-2-oxoindoline-5-carbaldehyde C(C)(C)N1N=CC(=C1)N\C(\CC)=C\1/C(NC2=CC=C(C=C12)C=O)=O